C1(CC1)CCC1(CCC2(OCCO2)CC1)C#N 8-(2-cyclopropylethyl)-1,4-dioxa-8-spiro[4.5]decanecarbonitrile